The molecule is a penicillin in which the substituent at position 6 of the penam ring is a 2-amino-2-(4-hydroxyphenyl)acetamido group. It has a role as an antibacterial drug. It is a penicillin and a penicillin allergen. It is a conjugate acid of an amoxicillin(1-). CC1([C@@H](N2[C@H](S1)[C@@H](C2=O)NC(=O)[C@@H](C3=CC=C(C=C3)O)N)C(=O)O)C